4-[5-[(1S)-2-amino-1-hydroxyethyl]pyridin-2-yl]-3-(2-methyl-6-piperidin-1-ylpyrimidin-4-yl)oxybenzonitrile NC[C@@H](O)C=1C=CC(=NC1)C1=C(C=C(C#N)C=C1)OC1=NC(=NC(=C1)N1CCCCC1)C